C(#N)C(CCC(=O)O)(C)SC(=O)C1=CC=CC=C1 4-cyano-4-(phenylcarbonylthio)valeric acid